CC(C)CCCC[C@@H]1[C@H](CCCCCCCCCC)O1 (+)-(7r,8s)-7,8-epoxy-2-methyl-octadecane